((dimethylamino)methyl)oxetan-3-amine CN(C)CC1OCC1N